8-chloro-5-[[2-[3-(5-fluoro-1-methyl-2-oxo-4-pyridyl)propyl]-2-azaspiro[3.3]heptan-6-yl]oxy]-2-methyl-isoquinolin-1-one ClC=1C=CC(=C2C=CN(C(C12)=O)C)OC1CC2(CN(C2)CCCC2=CC(N(C=C2F)C)=O)C1